(S)-7a-Methyl-6,7,7a,8,9,10-hexahydropyrido[2,3-f]pyrrolo[2,1-d][1,2,5]thiadiazepine 5,5-dioxide C[C@]12CNS(C3=C(N1CCC2)N=CC=C3)(=O)=O